N1=C2C(=CC=C1)CN(C2)C=2OC1=C(C=C(C=C1C(C2)=O)C)[C@@H](C)NC2=C(C(=O)O)C=CC=C2 (R)-2-((1-(2-(5,7-dihydro-6H-pyrrolo[3,4-b]pyridin-6-yl)-6-methyl-4-oxo-4H-chromen-8-yl)ethyl)amino)benzoic acid